(S)-4-amino-N-methyl-N-(6-(trifluoromethyl)-2,3-dihydrofuro[2,3-b]pyridin-3-yl)imidazo[1,5-a]quinoxaline-8-carboxamide NC=1C=2N(C3=CC(=CC=C3N1)C(=O)N([C@@H]1COC3=NC(=CC=C31)C(F)(F)F)C)C=NC2